1-((2R,5S)-4-(7-(3-amino-5-methyl-1H-indazol-4-yl)-6-chloro-8-fluoro-2-(2-(pyrrolidin-1-yl)ethoxy)quinazolin-4-yl)-2,5-dimethylpiperazin-1-yl)prop-2-en-1-one NC1=NNC2=CC=C(C(=C12)C1=C(C=C2C(=NC(=NC2=C1F)OCCN1CCCC1)N1C[C@H](N(C[C@@H]1C)C(C=C)=O)C)Cl)C